1-allyl-1,3,4,5-tetrahydro-2,1,5-benzothiadiazine-2,2-dioxide C(C=C)N1S(CCC2C1=CC=CN2)(=O)=O